CN1N=C(C(=C1)C1=CC=C(N=N1)NCC1CC2(CN(C2)CC(C(C)(C)C)C)C1)C 6-(1,3-dimethyl-1H-pyrazol-4-yl)-N-((2-(2,3,3-trimethylbutyl)-2-azaspiro[3.3]heptan-6-yl)methyl)pyridazin-3-amine